P(OCC)(OCC)(=S)SCCSCC O,O-Diethyl S-2-ethylthioethyl phosphordithioat